C1(CC1)[C@H](C)N1C(C=2C(=NC(=CC2C1)C1=C(N=C(S1)NC(C)=O)C)S(=O)(=O)C)=O (S)-N-(5-(2-(1-cyclopropylethyl)-4-(methylsulfonyl)-3-oxo-2,3-dihydro-1H-pyrrolo[3,4-c]pyridin-6-yl)-4-methylthiazol-2-yl)acetamide